ClC=1C=C(C=CC1Cl)C1=CC=C2CCCC(C2=C1)NC(O[C@@H]1CN2CCC1CC2)=O (S)-quinuclidin-3-yl (7-(3,4-dichlorophenyl)-1,2,3,4-tetrahydronaphthalen-1-yl)carbamate